C(#N)C1=CC(=C(COC2=CC=CC(=N2)C2=CC(=C(CC3=NC4=C(N3[C@@H]3COC[C@@H]3OC)C=C(C=C4)C(=O)OC)C=C2F)F)C=C1)F methyl 2-(4-(6-((4-cyano-2-fluorobenzyl)oxy)pyridin-2-yl)-2,5-difluorobenzyl)-1-(cis-4-methoxytetrahydrofuran-3-yl)-1H-benzo[d]imidazole-6-carboxylate